CC1=C(C=CC=C1)C1=CN(C2=NC(=CC=C21)NC(=O)C2CC2)COCC[Si](C)(C)C N-[3-(2-methylphenyl)-1-[[2-(trimethylsilyl)ethoxy]methyl]pyrrolo[2,3-b]pyridin-6-yl]cyclopropanecarboxamide